2-Amino-N-(1-(3-bromo-4-chloro-7-ethoxy-2-(2-hydroxyethyl)-2H-indazol-6-yl)ethyl)pyrazolo[1,5-a]pyrimidine-3-carboxamide NC1=NN2C(N=CC=C2)=C1C(=O)NC(C)C=1C=C(C2=C(N(N=C2C1OCC)CCO)Br)Cl